ClC=1C=CC(=C(C1)NC(=O)C=1C(=CC(=C(OC2CCC(CC2)(C(=O)OCC2=CC=CC3=CC=CC=C23)C)C1)C#N)OC)C(NCC1CCCCCC1)=O Naphthalen-1-ylmethyl (1s,4s)-4-(5-((5-chloro-2-((cycloheptyl-methyl)carbamoyl)phenyl)carbamoyl)-2-cyano-4-methoxyphenoxy)-1-methylcyclohexane-1-carboxylate